C1(=CC=CC=C1)C=1C(=C(C(=C(C1)C1=CC(=CC=C1)C1=CC=CC=C1)C1=CC=CC=C1)C1=CC=CC=C1)C1=CC=CC=C1 tetra-phenyl-m-terphenyl